ClC=1C=C(C=CC1[N+]#[C-])N(C1CCC(CC1)NC(=O)C1=CC=C(N=N1)N1CCC(CC1)CCCCCC(=O)O)C 6-(1-(6-(((1r,4r)-4-((3-chloro-4-isocyanophenyl)(methyl)amino)cyclohexyl)carbamoyl)pyridazin-3-yl)piperidin-4-yl)hexanoic acid